2-((2-(2,2-difluoroethyl)-1-oxo-6-(piperazin-1-yl)-1,2-dihydroisoquinolin-4-yl)(methyl)amino)-4-(4-fluorophenyl)thiazole-5-carbonitrile FC(CN1C(C2=CC=C(C=C2C(=C1)N(C=1SC(=C(N1)C1=CC=C(C=C1)F)C#N)C)N1CCNCC1)=O)F